BrC1=NC(=CC=C1NC(C)C1=CC(=CC=2C=3N(C(=NC12)N1CCC(CC1)(C)C)C=NN3)C)Cl 2-bromo-6-chloro-N-(1-(5-(4,4-dimethylpiperidin-1-yl)-9-methyl-[1,2,4]triazolo[4,3-c]quinazolin-7-yl)ethyl)pyridin-3-amine